P(=S)(OCCC(C)C)(OCCC(C)C)[O-].[Na+] sodium diisoamyl monothiophosphate